tert-butyl 2-(quinolin-6-ylsulfonyl)-2,6-dihydropyrrolo[3,4-c]pyrazole-5(4H)-carboxylate N1=CC=CC2=CC(=CC=C12)S(=O)(=O)N1N=C2C(=C1)CN(C2)C(=O)OC(C)(C)C